(R)-N-(2-Hydroxyethyl)Pyrrolidine-2-Carboxamide OCCNC(=O)[C@@H]1NCCC1